FC1(CCC(CC1)C1CN(C1)[C@@H]1[C@H](CCCC1)OC=1C=C2CN(C(C2=CC1)=O)C1C(NC(CC1)=O)=O)F 3-(5-(((1S,2S)-2-(3-(4,4-difluorocyclohexyl)azetidin-1-yl)cyclohexyl)oxy)-1-oxoisoindolin-2-yl)piperidine-2,6-dione